FC(C1=NN=C(O1)C=1C=CC(=NC1)CN1C(N(C2=C1C=CC=C2)C2CCOCC2)=O)F 1-((5-(5-(difluoromethyl)-1,3,4-oxadiazol-2-yl)pyridin-2-yl)methyl)-3-(tetrahydro-2H-pyran-4-yl)-1,3-dihydro-2H-benzo[d]imidazol-2-one